C1(CC1)C=1C=CC(=NC1)CC(=O)NC1=CC(=C(C=C1)C)[C@H](C)NC=1C=NC=2C(N1)=NN(C2)CC (S)-2-(5-cyclopropylpyridin-2-yl)-N-(3-(1-((2-ethyl-2H-pyrazolo[3,4-b]pyrazin-6-yl)amino)ethyl)-4-methylphenyl)acetamide